2-isopropoxy-5-(4-methylpiperazin-1-yl)aniline C(C)(C)OC1=C(N)C=C(C=C1)N1CCN(CC1)C